dipropylene glycol distearate C(CCCCCCCCCCCCCCCCC)(=O)OC(C)COC(C)COC(CCCCCCCCCCCCCCCCC)=O